[Ru].ClC1=C(C=CC=C1)SCC(OCC)OCC (2-chlorophenyl)(2,2-diethoxyethyl)sulfane ruthenium